C(C)(C)(C)OC(=O)C1=NC(=CC=C1C=1C=NN(C1)CCC1CCCCC1)N1CC2=C(C=CC=C2CC1)C(NC=1SC2=C(N1)C=CC=C2)=O 6-[8-(1,3-benzothiazol-2-ylcarbamoyl)-3,4-dihydroisoquinolin-2(1H)-yl]-3-[1-(2-cyclohexylethyl)-1H-pyrazol-4-yl]pyridine-2-carboxylic acid tert-butyl ester